(1'R,2'R)-4,5'-dimethyl-2'-(prop-1-en-2-yl)-1,2,3',4'-tetrahydro-[1,1'-biphenyl]-2,6-diol CC1=CC(C(C(=C1)O)C1=C(CCC(=C1)C)C(=C)C)O